2-[(2-Fluoroacetyl)-[[(2S)-1-[1-[4-(trifluoromethoxy)phenyl]cyclopropancarbonyl]pyrrolidin-2-carbonyl]amino]amino]acetamid FCC(=O)N(CC(=O)N)NC(=O)[C@H]1N(CCC1)C(=O)C1(CC1)C1=CC=C(C=C1)OC(F)(F)F